2-(5-(3,4-dimethoxyphenyl)-4-isopropyl-1H-pyrazol-3-yl)-5-(1-methylpiperidin-4-yl)thiazole COC=1C=C(C=CC1OC)C1=C(C(=NN1)C=1SC(=CN1)C1CCN(CC1)C)C(C)C